2-(di-naphthalen-1-ylphosphino)benzene C1(=CC=CC2=CC=CC=C12)P(C1=CC=CC=C1)C1=CC=CC2=CC=CC=C12